N-(3-(((3R,4R)-4-methoxytetrahydrofuran-3-yl)oxy)-1-methyl-1H-pyrazol-4-yl)carboxamide CO[C@H]1[C@@H](COC1)OC1=NN(C=C1NC=O)C